(3S)-1-[2-[4-(2-chloro-4-fluoro-phenyl)-2-oxo-chromen-7-yl]oxypropanoyl]piperidine-3-carboxylic acid ClC1=C(C=CC(=C1)F)C1=CC(OC2=CC(=CC=C12)OC(C(=O)N1C[C@H](CCC1)C(=O)O)C)=O